calcium benzoate C(C1=CC=CC=C1)(=O)[O-].[Ca+2].C(C1=CC=CC=C1)(=O)[O-]